5-[4-[(2,4-dimethoxyphenyl)methylamino]-3-[4-[[4-(trifluoromethyl)-2-pyridyl]carbamoyl]phenyl]pyrazolo[4,3-c]pyridin-1-yl]cyclohex-3-ene-1-carboxylate COC1=C(C=CC(=C1)OC)CNC1=NC=CC2=C1C(=NN2C2C=CCC(C2)C(=O)[O-])C2=CC=C(C=C2)C(NC2=NC=CC(=C2)C(F)(F)F)=O